4-cyano-3,5-dimethylphenyl-sulfonate C(#N)C1=C(C=C(C=C1C)S(=O)(=O)[O-])C